6-(dimethylamino)nicotinaldehyde CN(C1=NC=C(C=O)C=C1)C